3-(3-(4-(methylamino)phenyl)-5-phenyl-3H-imidazo[4,5-b]pyridin-2-yl)pyridin-2-amine CNC1=CC=C(C=C1)N1C(=NC=2C1=NC(=CC2)C2=CC=CC=C2)C=2C(=NC=CC2)N